C1CCC2=CC=3CCCC3C=C12 1,2,3,5,6,7-hexahydro-s-indacene